CC=1NC=C(N1)C1=CC=C(C=C1)O 4-(2-methyl-4-imidazolyl)phenol